O=C1NC(CCC1N1C(C2=CC=C(C=C2C1=O)CCCCCCCNC(OC(C)(C)C)=O)=O)=O tert-butyl (7-(2-(2,6-dioxopiperidin-3-yl)-1,3-dioxoisoindolin-5-yl)heptyl)carbamate